3-(3-isopropyl-2-(8-methoxy-[1,2,4]triazolo[1,5-a]pyridin-6-yl)-1H-indol-5-yl)piperidin-1-ylethanone C(C)(C)C1=C(NC2=CC=C(C=C12)C1CN(CCC1)C(C)=O)C=1C=C(C=2N(C1)N=CN2)OC